C(C)(=O)C=1C=NC2=C(C=CC=C2C1)NS(=O)(=O)C=1N(C=CN1)CC N-(3-acetylquinolin-8-yl)-1-ethyl-1H-imidazole-2-sulfonamide